3-iodo-1-(tetrahydro-2H-pyran-2-yl)-5-(trifluoromethyl)-1H-pyrazolo[4,3-d]Pyrimidin-7-ol IC1=NN(C2=C1N=C(N=C2O)C(F)(F)F)C2OCCCC2